tert-butyl 2-(1-tert-butoxycarbonyl-4-piperidinyl)-4-isopropyl-3-methyl-thieno[2,3-b]pyrrole-6-carboxylate C(C)(C)(C)OC(=O)N1CCC(CC1)C1=C(C2=C(N(C=C2C(C)C)C(=O)OC(C)(C)C)S1)C